N,N-diisopropylaminoMethylchlorophosphinyl chloride C(C)(C)N(C(C)C)CP(=O)(Cl)Cl